FC1=CNC2=NC=C(N=C21)N2CCC(CC2)C2(CC2)C(=O)NC=2C(N(C=C(C2)C(F)(F)F)C)=O 1-(1-(7-fluoro-5H-pyrrolo[2,3-b]pyrazin-2-yl)piperidin-4-yl)-N-(1-methyl-2-oxo-5-(trifluoromethyl)-1,2-dihydropyridin-3-yl)cyclopropane-1-carboxamide